2-(2-(ethylsulfonylamino)thiazol-4-yl)-2-methyl-N-(4-(6-(trifluoromethyl)pyrazin-2-yl)phenyl)propanamide C(C)S(=O)(=O)NC=1SC=C(N1)C(C(=O)NC1=CC=C(C=C1)C1=NC(=CN=C1)C(F)(F)F)(C)C